8-bromo-5,5-dimethyl-7-nitro-6H-benzo[h]quinazolin-4-amine BrC=1C=CC2=C(CC(C=3C(=NC=NC23)N)(C)C)C1[N+](=O)[O-]